(S)-3-((6'-chloro-5-(difluoromethyl)-[2,3'-bipyridin]-4'-yl)amino)butan-1-ol ClC1=CC(=C(C=N1)C1=NC=C(C=C1)C(F)F)N[C@H](CCO)C